2-(2-but-3-ynoxyethoxy)ethanamine, Hydrochloride Cl.C(CC#C)OCCOCCN